Methyl 3-cyano-2-(5-fluoro-2-(3-fluoro-1-methyl-1H-pyrazol-4-yl)phenyl)imidazo[1,2-a]pyridine-7-carboxylate C(#N)C1=C(N=C2N1C=CC(=C2)C(=O)OC)C2=C(C=CC(=C2)F)C=2C(=NN(C2)C)F